(6-(2H-1,2,3-triazol-2-yl)isoquinolin-3-yl)-4-fluoro-1-isobutylpiperidine-4-carboxamide N=1N(N=CC1)C=1C=C2C=C(N=CC2=CC1)C1N(CCC(C1)(C(=O)N)F)CC(C)C